(S)-1-(4-chloro-5-((3-methylpiperazin-1-yl)methyl)pyrazolo[1,5-a]pyridin-3-yl)dihydropyrimidine-2,4(1H,3H)-dione ClC=1C=2N(C=CC1CN1C[C@@H](NCC1)C)N=CC2N2C(NC(CC2)=O)=O